OCCN1CCN(CC1)C=1C=CC(=C(C(=O)NC2(CC2)C=2C=3C4=C(C(N(C4=CC2)C)=O)C=CC3)C1)C 5-(4-(2-hydroxyethyl)piperazin-1-yl)-2-methyl-N-(1-(1-methyl-2-oxo-1,2-dihydrobenzo[cd]indol-6-yl)cyclopropyl)benzamide